NC(C(=O)O)C1=CC=C(C=C1)F 2-amino-2-(4-fluorophenyl)acetic acid